BrC1=C(C(=CC=C1)Cl)NC(=O)C=1C(=NC(=NC1)NC1=CC(=C(C=C1)[C@@H]1CN(CC1)C)C)OC (R)-N-(2-bromo-6-chlorophenyl)-4-methoxy-2-((3-methyl-4-(1-methylpyrrolidin-3-yl)phenyl)amino)pyrimidine-5-carboxamide